CN(C[C@@H](C)OC1=C2C(=NC=NC2=CC(=C1)C=1C=NN(C1)C)NC=1C=NC2=CC=CC=C2C1)C (R)-5-((1-(dimethylamino)propan-2-yl)oxy)-7-(1-methyl-1H-pyrazol-4-yl)-N-(quinolin-3-yl)quinazolin-4-amine